1-((cis)-2-phenylcyclopropyl)cyclohexane-1,4-diamine C1(=CC=CC=C1)[C@@H]1[C@@H](C1)C1(CCC(CC1)N)N